[Cl-].N(C1=CC=CC=C1)C=1[N+](=CN(C1)C1=CC=CC=C1)C1=CC=CC=C1 4-anilino-1,3-diphenyl-imidazolium chloride